1-(2,3-xylyl)biguanide C1(=C(C(=CC=C1)C)C)NC(=N)NC(=N)N